N-(azetidin-3-ylmethyl)-4-((2R,4s,6S)-2-cyano-7-((5-methoxy-7-methyl-1H-indol-4-yl)methyl)-7-azaspiro[3.5]nonan-6-yl)-N-(oxetan-3-ylmethyl)benzamide N1CC(C1)CN(C(C1=CC=C(C=C1)[C@@H]1CC2(CC(C2)C#N)CCN1CC1=C2C=CNC2=C(C=C1OC)C)=O)CC1COC1